ClC=1C=C2CCC[C@]3(COC4=CC=C5[C@H](CC(N(C/C=C/CCCCN(C3)C4=C5)C)=O)C(=O)NS(=O)(=O)C)C2=CC1 (1S,6'E,12'S)-6-CHLORO-9'-METHYL-N-(METHYLSULFONYL)-10'-OXO-3,4-DIHYDRO-2H-SPIRO[NAPHTHALENE-1,19'-[17]OXA[1,9]DIAZATRICYCLO[11.7.2.016,21]DOCOSA[6,13,15,21]TETRAENE]-12'-CARBOXAMIDE